COC1=CC=2N(N=C1OCC1=NC=C(C(=O)[O-])C=C1)C(=NN2)C2=NOC(=C2)C 6-(((7-Methoxy-3-(5-methylisoxazol-3-yl)-[1,2,4]triazolo[4,3-b]pyridazin-6-yl)oxy)methyl)nicotinate